N1=C(C=CC=C1)SSCCCC(=O)[O-] 4-(2-pyridyldithio)butanoate